NC=1N(C(=CC1)C1=CC=C(C=C1)Cl)C 2-amino-5-(4-chlorophenyl)-1-methyl-1H-pyrrole